silver-copper-tin [Sn].[Cu].[Ag]